3,5-dichloro-N-(4-(N-(3-bromophenyl)sulfamoyl)phenyl)benzenesulfonamide ClC=1C=C(C=C(C1)Cl)S(=O)(=O)NC1=CC=C(C=C1)S(NC1=CC(=CC=C1)Br)(=O)=O